L-histidine hydrochloride Salt monohydrate O.Cl.N[C@@H](CC1=CNC=N1)C(=O)O